C1(CC1)OCCN([C@H]1CN(CC1)C(=O)OC(C)(C)C)CCCC=C tert-butyl (R)-3-((2-cyclopropoxyethyl)(pent-4-en-1-yl)amino)pyrrolidine-1-carboxylate